N-[(3S,4S)-3-methyl-1-(tetrahydro-3-furyl)-4-piperidyl]-6-[3-(4-mesyl-2-anisidino)-1-propynyl]-1-(2,2,2-trifluoroethyl)-1H-1,3-benzimidazole-4-carboxamide C[C@H]1CN(CC[C@@H]1NC(=O)C1=CC(=CC=2N(C=NC21)CC(F)(F)F)C#CCNC=2C(OC)=CC=C(C2)S(=O)(=O)C)C2COCC2